COCCOC1C[C@@H]2[C@@H](CNC2)C1 (3aR,5s,6aS)-5-(2-methoxyethoxy)octahydrocyclopenta[c]pyrrole